C(C)(C)(C)OC(=O)N1C[C@H]([C@@H](C1)OCC1=CC=C(C=C1)C(F)(F)F)N1N=CC(=CC1=O)C=1C=NN(C1)C.ClC1=C(C(=CC=C1Cl)O)C1=C(C(=O)N)C=CC=C1 (2,3-dichloro-6-hydroxyphenyl)benzamide tert-butyl-trans-3-(4-(1-methyl-1H-pyrazol-4-yl)-6-oxopyridazin-1(6H)-yl)-4-((4-(trifluoromethyl)benzyl)oxy)pyrrolidine-1-carboxylate